COCCOCC=1C(NC(NC1)=O)=O 2-methoxyethoxythymine